FC1(C[C@H](CC1)CO)F (S)-(3,3-difluorocyclopentyl)methanol